C(#N)C1=CC=C(CCN[C@H](C(=O)NC2=NC=C(C=C2)C2=CC=CC=C2)C2=CC=CC=C2)C=C1 |r| (S)- and (R)-2-((4-cyanophenethyl)amino)-2-phenyl-N-(5-phenylpyridin-2-yl)acetamide